(3R)-1-[5-cyclopropyl-7-[8-ethyl-7-fluoro-3-(methoxymethoxy)-1-naphthyl]-8-fluoro-2-[[1-(hydroxymethyl)cyclopropyl]methoxy]pyrido[4,3-d]pyrimidin-4-yl]-3-methyl-piperidin-3-ol C1(CC1)C1=NC(=C(C=2N=C(N=C(C21)N2C[C@@](CCC2)(O)C)OCC2(CC2)CO)F)C2=CC(=CC1=CC=C(C(=C21)CC)F)OCOC